NC1=NC(=NC2=CC=CC=C12)C1=CC=C(C=C1)OC (R)-4-amino-2-(4-methoxyphenyl)-quinazoline